C(CCCCCC)OC(CCC1CC(CC(C1)CCC(=O)OCCCCCCC)CCC(=O)OCCCCCCC)=O.BrC1=C(C(=CC=C1)OCCCBr)C(F)(F)F 1-bromo-3-(3-bromopropyloxy)-2-(trifluoromethyl)benzene tri(n-heptyl)cyclohexane-1,3,5-tripropionate